COC(=O)C1CN(C(C1)C1=NC=CC=C1OCC=1C=NC=C(C1)F)C 5-{3-[(5-fluoropyridin-3-yl)methoxy]pyridin-2-yl}-1-methylpyrrolidine-3-carboxylic acid methyl ester